C(C)(C)(C)C=1C=C(C=CC1)NC(=O)[C@@H]1[C@@H](NCCC1)C1CCCC1 cis-2-cyclopentylpiperidine-3-carboxylic acid (3-tert-butyl-phenyl)amide